bromo-3-chloro-5-(methoxymethoxy)-2-(prop-1-en-1-yl)benzene BrC1=C(C(=CC(=C1)OCOC)Cl)C=CC